5-morpholinopyridine-3,4-diamine O1CCN(CC1)C=1C(=C(C=NC1)N)N